N-(5-(2-(2,2-dimethylpyrrolidin-1-yl)acetamido)-2-fluoropyridin-3-yl)-6-(1-methyl-1H-pyrazol-4-yl)pyrazolo[1,5-a]pyrazine-3-carboxamide CC1(N(CCC1)CC(=O)NC=1C=C(C(=NC1)F)NC(=O)C=1C=NN2C1C=NC(=C2)C=2C=NN(C2)C)C